2-methyl-1,4-phenylene-bis(4-((6-(acryloyloxy) hexyl) oxy) benzoate) CC1=C(C=CC(=C1)C1=C(C(=O)[O-])C=CC(=C1)OCCCCCCOC(C=C)=O)C1=C(C(=O)[O-])C=CC(=C1)OCCCCCCOC(C=C)=O